copper-nickel oxygen [O].[Ni].[Cu]